(S)-3-Methansulfonyl-pyrrolidin CS(=O)(=O)[C@@H]1CNCC1